C(C1=CC=CC=C1)OC(=O)N1CC(CCC1)C1CN(C1)C1=CN=C2C(=N1)NN=C2I 3-(1-(3-iodo-1H-pyrazolo[3,4-b]pyrazin-6-yl)azetidin-3-yl)piperidine-1-carboxylic acid benzyl ester